FC1=CC=C(C=C1)[C@@H]1N(CCC2=CC=CC=C12)C(=O)N(C)C12CC(C1)(C2)N(C(OC(C)(C)C)=O)C tert-butyl (S)-(3-(1-(4-fluorophenyl)-N-methyl-1,2,3,4-tetrahydroisoquinoline-2-carboxamido)bicyclo[1.1.1]pentan-1-yl)(methyl)carbamate